N-[3-[2-(difluoromethoxy)-5-(1,3-dimethylpyrazol-4-yl)oxy-phenyl]-1-methyl-pyrazol-4-yl]pyrazolo[1,5-a]pyrimidine-3-carboxamide FC(OC1=C(C=C(C=C1)OC=1C(=NN(C1)C)C)C1=NN(C=C1NC(=O)C=1C=NN2C1N=CC=C2)C)F